OC[C@@H]1[C@@H](CC1)NC(OCC1=CC=CC=C1)=O benzyl ((1R,2S)-2-(hydroxymethyl)cyclobutyl)carbamate